ClC=1C=C(C(=NC1)N1CCC(CC1)C1=NN(C=C1)S(=O)(=O)C1=CC=C(C=C1)S(=O)(=O)N(C)C)F 4-((3-(1-(5-chloro-3-fluoropyridin-2-yl)piperidin-4-yl)-1H-pyrazol-1-yl)sulfonyl)-N,N-dimethylbenzenesulfonamide